C(C)(C)(C)OC(=O)N1CC(C1)C1=C(C=C(C=C1)OC(F)(F)F)Cl 3-(2-chloro-4-(trifluoromethoxy)phenyl)azetidine-1-carboxylic acid tert-butyl ester